C(C)(=O)O[C@H]1[C@@H](SC2=CC(=NC=C2)N)O[C@@H]([C@@H]([C@@H]1N1N=NC(=C1)C1=CC(=C(C(=C1)F)F)F)OC(C)=O)COC(C)=O 2-Aminopyridin-4-yl 2,4,6-tri-O-acetyl-3-deoxy-3-[4-(3,4,5-trifluorophenyl)-1H-1,2,3-triazol-1-yl]-1-thio-α-D-galactopyranoside